sodium 2-hydroxy-2,4,4-trimethylpentane-1-sulfonate OC(CS(=O)(=O)[O-])(CC(C)(C)C)C.[Na+]